CC1=C(C=2C=CC=NC2C=C1)NC1CCNCC1 6-methyl-N-(piperidin-4-yl)quinolin-5-amine